2-ethyl-3,6-dimethyl-4-ethoxyphenol C(C)C1=C(C(=CC(=C1C)OCC)C)O